[N-](S(=O)(=O)C(F)(F)F)S(=O)(=O)C(F)(F)F.C(CCC)[N+]1=CC(=CC=C1)C 1-butyl-3-methylpyridinium bis(trifluoromethanesulfonyl)imide salt